disodium bicarbonate C([O-])(O)=O.[Na+].[Na+].C([O-])(O)=O